S(=O)(=O)([O-])C1=CC=C(C)C=C1.C(CCC)N1C=[N+](C=C1)C 1-butyl-3-methylimidazolium tosylate